N(=[N+]=[N-])CC12CCC(CC1)(CC2)C(=O)OC methyl 4-(azidomethyl)bicyclo[2.2.2]octane-1-carboxylate